C(C)(C)(C)C1=NC(=NC2=C(C=C(C=C12)C=O)Cl)N1CCOCC1 tert-butyl-8-chloro-2-morpholinoquinazoline-6-carbaldehyde